trans-tert-butyl (4-(4-(4-chlorophenyl)-1H-pyrazol-1-yl)cyclohexyl)carbamate ClC1=CC=C(C=C1)C=1C=NN(C1)[C@@H]1CC[C@H](CC1)NC(OC(C)(C)C)=O